N,N'-bis(3-aminopropyl)-1,5-pentanediamine NCCCNCCCCCNCCCN